{[(4-chlorophenyl)methyl]amino}-N-(4-{2-[2-(hydroxymethyl)-4-methylpiperazinyl]-2-oxoethyl}phenyl)carboxamide ClC1=CC=C(C=C1)CNC(=O)NC1=CC=C(C=C1)CC(=O)N1C(CN(CC1)C)CO